di-tert-butyl ((5R,6R)-5-(1-hydroxyallyl)-3,3-dimethylheptane-1,6-diyl)dicarbamate OC(C=C)[C@H](CC(CCNC(OC(C)(C)C)=O)(C)C)[C@@H](C)NC(OC(C)(C)C)=O